7-chloro-9-fluoro-3,5-dihydrofuro[3,4-c]quinolin-4(1H)-one ClC=1C=C(C=2C3=C(C(NC2C1)=O)COC3)F